CC1=NC=CC=C1N1C(C(=CC2=CC=C(N=C12)C(F)(F)F)C(=O)[O-])=O 1-(2-methylpyridin-3-yl)-2-oxo-7-(trifluoromethyl)-1,2-dihydro-1,8-naphthyridine-3-carboxylate